4-(2-hydroxyethyl)-1-piperazineethanesulfonic acid disodium salt [Na+].[Na+].OCCN1CCN(CC1)CCS(=O)(=O)[O-].OCCN1CCN(CC1)CCS(=O)(=O)[O-]